6,6-dimethyl-4-(5-methyl-1H-indazol-4-yl)-2-((5R)-5-methyl-2-(2-propenoyl)-2,6-diazaspiro[3.4]octan-6-yl)-6,7-dihydro-5H-cyclopenta[b]pyridine-3-carbonitrile CC1(CC=2C(=NC(=C(C2C2=C3C=NNC3=CC=C2C)C#N)N2[C@@H](C3(CN(C3)C(C=C)=O)CC2)C)C1)C